NC1=CC(=C(C(=O)NC2=C(C=CC(=C2)NC(=O)[C@@H]2C([C@H]2C2=CC(=C(C=C2)F)C(F)(F)F)(Cl)Cl)Cl)C=C1)F |r| trans-rac-4-Amino-N-(2-chloro-5-(2,2-dichloro-3-(4-fluoro-3-(trifluoromethyl)phenyl)cyclopropane-1-carboxamido)phenyl)-2-fluorobenzamide